P(O)(=O)(OP(=O)(O)OP(=O)(O)O)OC[C@@H]1[C@H]([C@H]([C@@H](O1)C1=CNC(=O)N(C1=O)CC)O)O.OCC1CCC(CC1)CO 1,4-Bis(hydroxymethyl)cyclohexane N'-ethyl-pseudouridine-5'-triphosphate